3'-(4-phenyl-6-(4-(spiro[dibenzo[b,d]silole-5,10'-dibenzo[b,e][1,4]thiasilin]-3-yl)phenyl)-1,3,5-triazin-2-yl)-[1,1'-biphenyl]-4-carbonitrile C1(=CC=CC=C1)C1=NC(=NC(=N1)C1=CC=C(C=C1)C=1C=CC2=C(C1)[Si]1(C3=C(SC4=C1C=CC=C4)C=CC=C3)C3=C2C=CC=C3)C=3C=C(C=CC3)C3=CC=C(C=C3)C#N